((1R,5S,6s)-6-((4-(2-aminopropan-2-yl)-6-(4-fluorophenyl)pyridin-2-yl)oxy)-3-azabicyclo[3.1.0]hexan-3-yl)(4-cyclopropyl-[2,4'-bithiazol]-5-yl)methanone NC(C)(C)C1=CC(=NC(=C1)C1=CC=C(C=C1)F)OC1[C@@H]2CN(C[C@H]12)C(=O)C1=C(N=C(S1)C=1N=CSC1)C1CC1